tetramethyl-1,3,2-dioxaborolan-2-ylaniline CC1=C(C(=C(N(B2OCCO2)C)C=C1)C)C